FC1=C(OC=2C(=CN(C(C2)=O)CS(=O)(=O)C)C=2C=C(C(N(C2)C)=O)C)C=CC(=C1)F 5-[4-(2,4-difluorophenoxy)-1-(methylsulfonylmethyl)-6-oxopyridin-3-yl]-1,3-dimethylpyridin-2-one